4'-(4-(4-(2-(2,6-dioxopiperidin-3-yl)-1,3-dioxoisoindolin-5-yl)piperazin-1-yl)butoxy)-5-(ethyl(tetrahydro-2H-pyran-4-yl)amino)-4-methyl-[1,1'-biphenyl]-3-carboxamide O=C1NC(CCC1N1C(C2=CC=C(C=C2C1=O)N1CCN(CC1)CCCCOC1=CC=C(C=C1)C1=CC(=C(C(=C1)N(C1CCOCC1)CC)C)C(=O)N)=O)=O